CC(C(=O)N1[C@@H](CN[C@H](C1)C1=CC=CC=C1)C)(C)C 2,2-Dimethyl-1-[(2R,5S)-2-methyl-5-phenyl-piperazin-1-yl]propan-1-one